CC1CC(NC1)C(=O)O 4-methylpyrrolidine-2-carboxylic acid